[C@@H]1([C@H](O)[C@H](O)[C@H](O1)CO)N1C(N=C(N=C1)N)=O 1-(β-D-ribofuranosyl)-4-amino-1,3,5-triazin-2(1H)-one